(2-((3-cyclopropyl-5-isopropoxy-benzyl)amino)pyrimidin-5-yl)(6-oxa-1-azaspiro[3.3]hept-1-yl)methanone C1(CC1)C=1C=C(CNC2=NC=C(C=N2)C(=O)N2CCC23COC3)C=C(C1)OC(C)C